CC1NCCC=C1C1=CC=2C(=NC=CC2C=2SC3=C(N2)C=C(C=C3)N)S1 (2-(2-methyl-1,2,5,6-tetrahydropyridin-3-yl)thieno[2,3-b]pyridin-4-yl)benzo[d]thiazol-5-amine